C(C1=CC=CC=C1)OC(=O)N1C[C@@H](CCC1)C1=NC(=C2N1C=CN=C2)Br (R)-3-(1-Bromoimidazo[1,5-a]pyrazin-3-yl)piperidine-1-carboxylic acid benzyl ester